4-hydroxy-1,6-dimethyl-2-oxo-6,7-dihydro-5H-cyclopenta[b]pyridine-3-carboxylic acid OC=1C2=C(N(C(C1C(=O)O)=O)C)CC(C2)C